COC(C1CCN(CC1)C1=CC=C(C=C1)[C@H]1C2(CCC3=CC(=CC=C13)O)CCCCC2)OC (R)-1'-(4-(4-(dimethoxymethyl)piperidin-1-yl)phenyl)-3',4'-dihydro-1'H-spiro[cyclohexane-1,2'-naphthalen]-6'-ol